3-(2,6-Dimethylpyridin-4-yl)-4-(3-sulfamoylphenylethynyl)-5-methyl-1H-pyrazole CC1=NC(=CC(=C1)C1=NNC(=C1C#CC1=CC(=CC=C1)S(N)(=O)=O)C)C